Cl.CN1C(N(C2=C1C=C(C=C2)N(C2CNCC2)C)C2C(NC(CC2)=O)=O)=O 3-{3-Methyl-5-[methyl(pyrrolidin-3-yl)amino]-2-oxo-1,3-benzodiazol-1-yl}piperidine-2,6-dione hydrochloride